C(C)(C)(C)C=1C(=C(O)C=CC1O)C(C)(C)C di-tert-butyl-hydroquinone